BrC1=CC=C2C(=C(C(=NC2=C1)OC)C(=O)NCC1=CC(=CC=C1)F)C 7-bromo-N-[(3-fluorophenyl)-methyl]-2-methoxy-4-methyl-quinoline-3-carboxylic acid amide